dihydroOxazole C1NC=CO1